ClC1=CC=C(S1)CNC1=CC(=NN1C(C(C)(C)C)=O)C1NCCN(C1)CCOC1CC1 1-(5-{[(5-Chlorothiophen-2-yl)methyl]amino}-3-[4-(2-cyclopropoxyethyl)piperazin-2-yl]-1H-pyrazol-1-yl)-2,2-dimethylpropan-1-on